3,5-difluoro-N-({(1r,4r)-4-[6-(3-fluoro-1-methyl-1H-pyrazol-4-yl)-2H-indazol-2-yl]cyclohexyl}methyl)-4-hydroxybenzamide FC=1C=C(C(=O)NCC2CCC(CC2)N2N=C3C=C(C=CC3=C2)C=2C(=NN(C2)C)F)C=C(C1O)F